4-[4-[(1R)-2-amino-1-hydroxyethyl]pyrazol-1-yl]-3-[6-(3,3-difluoropiperidin-1-yl)-2-methylpyrimidin-4-yl]oxybenzonitrile NC[C@H](O)C=1C=NN(C1)C1=C(C=C(C#N)C=C1)OC1=NC(=NC(=C1)N1CC(CCC1)(F)F)C